(5-chloro-4-(5,5-dimethyl-5,6-dihydro-4H-pyrrolo[1,2-b]pyrazol-3-yl)pyridin-2-yl)-2-(3-(2-methoxyethoxy)cyclohexyl)acetamide ClC=1C(=CC(=NC1)C(C(=O)N)C1CC(CCC1)OCCOC)C1=C2N(N=C1)CC(C2)(C)C